C(C)(C)(C)C1=C(C=C(C=C1C)C(C)(C)C)O 2,5-di-tert-butyl-3-methyl-phenol